C=1(C(=CC=CC1)N)C1=CC=CC=C1 [1,1'-biphenyl]-2-amin